tert-Butyl (S)-(1-amino-3-(6-methyl-2-oxo-1,2-dihydroquinolin-3-yl)-1-oxopropan-2-yl)carbamate NC([C@H](CC=1C(NC2=CC=C(C=C2C1)C)=O)NC(OC(C)(C)C)=O)=O